CCCCCCCCC(CCCCCCCC)OC(CCCCCCCN(CCO)CCCCCCOC(=O)OC(CCC)CCCCCCCC)=O 8-((6-(((dodecane-4-yloxy)carbonyl)oxy)hexyl)(2-hydroxyethyl)amino)octanoic acid heptadec-9-yl ester